methyl 3-((4-methoxythieno[3,2-d]pyrimidin-7-yl)sulfonyl)propanoate COC=1C2=C(N=CN1)C(=CS2)S(=O)(=O)CCC(=O)OC